The molecule is an ultra-long-chain primary fatty alcohol consisting of a C27 chain with a hydroxy group at C-1 and with methyl branches at C-4, -8, -12, -16 and -20, all with S stereochemistry. CCCCCCC[C@H](C)CCC[C@H](C)CCC[C@H](C)CCC[C@H](C)CCC[C@H](C)CCCO